5-acetyl-1,3-dicyclohexylpyrimidine C(C)(=O)C=1CN(CN(C1)C1CCCCC1)C1CCCCC1